CC1C(N(C(N1C=1C=2N(C=C(C1)C1C(C1)(F)F)C=C(N2)CN=[N+]=[N-])=O)C)=O methyl-1-(2-(azidomethyl)-6-(2,2-difluorocyclopropyl)imidazo[1,2-a]pyridin-8-yl)-3-methylimidazolidine-2,4-dione